Cl.NC1=C2N(C(N(C2=NC=N1)C1CCNCC1)=O)C1=CC(=C(C=C1)OC1=CC=NC=C1)F 6-amino-7-[3-fluoro-4-(pyridin-4-yloxy)phenyl]-9-(piperidin-4-yl)purin-8-one hydrochloride